CNCC(=C(C)C)C N,2,3-trimethylbut-2-en-1-amine